C(C)(C)(CC(C)(C)C)C1=C(O)C=C(C(=C1)O)C(C)(C)CC(C)(C)C 2,5-di-tert-octyl-hydroquinone